N-methyl-N-[(3R,4R)-4-methylpiperidine-3-yl]-7H-pyrrolo[2,3-d]pyrimidin-4-amine CN(C=1C2=C(N=CN1)NC=C2)[C@H]2CNCC[C@H]2C